5-[(3R,5R)-1-(2-2,5-diaza-bicyclo[2.2.2]oct-2-yl-acetyl)-5-methyl-piperidin-3-yl]-quinoline-8-carbonitrile C12N(CC(NC1)CC2)CC(=O)N2C[C@H](C[C@H](C2)C)C2=C1C=CC=NC1=C(C=C2)C#N